N1(CCC1)CC1(CC1)NC(C(C)(C)N1C=CC=2C1=NC(=CC2)Cl)=O N-(1-(azetidin-1-ylmethyl)cyclopropyl)-2-(6-chloro-1H-pyrrolo[2,3-b]pyridin-1-yl)-2-methylpropanamide